1,6-diamino-4-(4-chlorophenyl)-2-(1-methyl-1H-pyrazol-4-yl)pyrimidin-1-ium 2,4,6-trimethylbenzenesulfonate CC1=C(C(=CC(=C1)C)C)S(=O)(=O)[O-].N[N+]1=C(N=C(C=C1N)C1=CC=C(C=C1)Cl)C=1C=NN(C1)C